C(CC)C1=CC(=C(CCN)C=C1OC)OC 4-Propyl-2,5-dimethoxyphenethylamine